O=C1NC(CCC1NC(=O)C1=C(C=C(C=C1)[N+](=O)[O-])CC(=O)O)=O 2-(2-((2,6-dioxopiperidin-3-yl)carbamoyl)-5-nitrophenyl)acetic acid